ethyl 6-cyclopropyl-4-formylpyridine-2-carboxylate C1(CC1)C1=CC(=CC(=N1)C(=O)OCC)C=O